ClC=1C(=C2C=NNC2=C(C1F)N(C)C)C1=CC=2N(C=C1)N=C(C2)NC(=O)[C@H]2[C@@H]([C@@H]2C=2C=NN(C2)C)C (1S,2R,3S)-N-(5-(5-chloro-7-(dimethylamino)-6-fluoro-1H-indazol-4-yl)pyrazolo[1,5-a]pyridin-2-yl)-2-methyl-3-(1-methyl-1H-pyrazol-4-yl)cyclopropane-1-carboxamide